BrC1=CC(=C(C=C1)C=1NC(C2=C(N1)N(N=N2)CC2=CC=C(C=C2)OC)=O)OCC 5-(4-bromo-2-ethoxyphenyl)-3-(4-methoxybenzyl)-3,6-dihydro-7H-[1,2,3]triazolo[4,5-d]pyrimidin-7-one